N4-((S)-1-((2S,4R)-4-hydroxy-2-(((S)-1-phenylethyl)carbamoyl)pyrrolidin-1-yl)-3,3-dimethyl-1-oxobutan-2-yl)-N1-methylsuccinamide O[C@@H]1C[C@H](N(C1)C([C@H](C(C)(C)C)NC(CCC(=O)NC)=O)=O)C(N[C@@H](C)C1=CC=CC=C1)=O